2-chloro-N-[(1S,2S)-2-methylcyclopropyl]thieno[2,3-d]thiazole-5-carboxamide ClC=1SC2=C(N1)SC(=C2)C(=O)N[C@@H]2[C@H](C2)C